N-(3-(((7-(1H-Pyrazol-4-yl)-2,3-dihydrofuro[3,2-c]pyridin-4-yl)amino)methyl)phenyl)-7-methyl-5,6,7,8-tetrahydro-1,7-naphthyridin-3-carboxamid N1N=CC(=C1)C=1C2=C(C(=NC1)NCC=1C=C(C=CC1)NC(=O)C=1C=NC=3CN(CCC3C1)C)CCO2